C(C1=CC(OC)=C(O)C(OC)=C1)=C(C(=O)O)C(=O)O.FC=1C=C(C=C(C1)F)[C@@H]1CC=NN1C(=O)N1CCN(CC1)C1=NC=C(C(=N1)C(=O)N1CC(C1)OCC)F (S)-(5-(3,5-difluorophenyl)-4,5-dihydro-1H-pyrazol-1-yl)(4-(4-(3-ethoxyazetidine-1-carbonyl)-5-fluoropyrimidin-2-yl)piperazin-1-yl)methanone syringylidenemalonate